CC1=C(C=CC(=C1Cl)C)S(=O)(=O)O 2,4-dimethyl-3-chloro-benzenesulfonic acid